Cl.FC(OC=1C=C(C=CC1)[C@H](CC(F)F)N)F (S)-1-(3-(difluoromethoxy)phenyl)-3,3-difluoropropan-1-amine hydrochloride